OC1(COC1)CCOC1=NC(=CC(=C1)C=1C=C(C=CC1C)NC(=O)N1C[C@@H](CC1)CC(F)(F)F)N1CCOCC1 (3S)-N-(3-[2-[2-(3-hydroxyoxetan-3-yl)ethoxy]-6-(morpholin-4-yl)pyridin-4-yl]-4-methylphenyl)-3-(2,2,2-trifluoroethyl)pyrrolidine-1-carboxamide